C(C)(C)C1=C(C=CC(=C1)N)N 2-isopropyl-1,4-diaminobenzene